((3s,6s,9as)-3-((6r,7s)-7-cyano-6-(5-methoxypyridin-3-yl)-4-azaspiro[2.4]heptane-4-carbonyl)-5-oxooctahydro-1H-pyrrolo[1,2-a]azepin-6-yl) carbamate C(N)(O[C@H]1CCC[C@@H]2N(C1=O)[C@@H](CC2)C(=O)N2C1(CC1)[C@H]([C@@H](C2)C=2C=NC=C(C2)OC)C#N)=O